FC(C(=O)O)(F)F.C(C)OC([C@H](N)CCC(=O)O)=O D-glutamic acid α-ethyl ester trifluoroacetate